FC1[C@H](C(NC=2C=NN(C2C=2C=CN=C([C@H](CC1)NC(OC(C)(C)C)=O)C2)C)=O)C tert-butyl N-[(9S,13S)-10-fluoro-3,9-dimethyl-8-oxo-3,4,7,15-tetraazatricyclo[12.3.1.02,6]octadeca-1(18),2(6),4,14,16-pentaen-13-yl]carbamate